3-((R)-1-(3-(piperidin-4-yl)propanoyl)piperidine-3-carboxamido)propanoic acid N1CCC(CC1)CCC(=O)N1C[C@@H](CCC1)C(=O)NCCC(=O)O